FC=1C(=CC2=C(N(C(N2)=O)C)C1)C#N 6-fluoro-1-methyl-2-oxo-2,3-dihydro-1H-benzimidazole-5-carbonitrile